O=C1NN=C2N1C=CC=C2N2N=CC(=C2C(F)(F)F)C(=O)OCC Ethyl 1-(3-oxo-2,3-dihydro-[1,2,4]triazolo[4,3-a]pyridin-8-yl)-5-trifluoromethyl-1H-pyrazole-4-carboxylate